CO[Si]1(O[Si](O[Si](O[Si](O[Si](O1)(OC)OC)(OC)OC)(OC)OC)(OC)OC)OC decamethoxycyclopentasiloxane